(R)-t-Butyl 4-((5'-chloro-2'-fluoro-[1,1'-biphenyl]-4-yl)methyl)-1,2,3-oxathiazolidine-3-carboxylate 2,2-dioxide ClC=1C=CC(=C(C1)C1=CC=C(C=C1)C[C@H]1N(S(OC1)(=O)=O)C(=O)OC(C)(C)C)F